BrC=1C=C(OC=2C(=C3C=CNC3=CC2F)SC)C=CC1F 5-(3-bromo-4-fluoro-phenoxy)-6-fluoro-4-methylsulfanyl-1H-indole